(2S)-1-{[2-(2-Methylbiphenyl-3-yl)indolizin-7-yl]methyl}piperidin CC1=C(C=CC=C1C=1C=C2C=C(C=CN2C1)CN1CCCCC1)C1=CC=CC=C1